(1R,5S)-8-(6-(4-bromophenyl)-7-((2-(trimethylsilyl)ethoxy)methyl)-7H-pyrrolo[2,3-d]pyrimidin-4-yl)-3-oxa-8-azabicyclo[3.2.1]octane BrC1=CC=C(C=C1)C1=CC2=C(N=CN=C2N2[C@H]3COC[C@@H]2CC3)N1COCC[Si](C)(C)C